C(#N)C1=CC=C(C=C1)C1=CC(=CC=2N1N=CN2)C(=O)O 5-(4-cyanophenyl)-[1,2,4]triazolo[1,5-a]pyridine-7-carboxylic acid